C1(CC1)S(=O)(=O)N1N=CC(=C1)C1=NC=CC(=N1)NC1=CC(=C(C=N1)C1=NC=C(C=C1)OC(F)F)NC1CCC(CC1)(O)C (1s,4s)-4-((6'-((2-(1-(Cyclopropylsulfonyl)-1H-pyrazol-4-yl)pyrimidin-4-yl)amino)-5-(difluoromethoxy)-[2,3'-bipyridin]-4'-yl)amino)-1-methylcyclohexan-1-ol